2-Nonen CC=CCCCCCC